C(C)C1=NC=C(C=N1)C(=O)NC1=C(C=C(C=C1)F)I 2-ethyl-N-(4-fluoro-2-iodophenyl)pyrimidine-5-carboxamide